BrC=1C=C(C=C2CN(C(C12)=O)C1C(NC(CC1)=O)=O)CN(C)C1CCN(CC1)C1=CC=C(C=C1)NC1=NC=C2N=C(N(C2=N1)C1CCCC1)NC1=CC=CC=C1 3-(7-bromo-5-(((1-(4-((9-cyclopentyl-8-(phenylamino)-9H-purin-2-yl)amino)phenyl)piperidin-4-yl)(methyl)amino)methyl)-1-oxoisoindolin-2-yl)piperidine-2,6-dione